COC1=CC(=NC(=N1)C1=NNC2=CC=C(C=C12)OC(C)C)N1N=CC(=C1)CCO 2-(1-{6-methoxy-2-[5-(propan-2-yloxy)-1H-indazol-3-yl]pyrimidin-4-yl}-1H-pyrazol-4-yl)ethanol